BrC=1C(=C(OC2CCC(CC2)C=O)C=CC1)C(F)(F)F (1r,4r)-4-(3-bromo-2-(trifluoromethyl)phenoxy)cyclohexane-1-carbaldehyde